4-(1,4,5,6-tetrahydro-[1,1'-biphenyl]-3-yl)thiazol-2-amine C1(C=C(CCC1)C=1N=C(SC1)N)C1=CC=CC=C1